P(=O)(OC(C)CCCCCC)(OC(C)CCCCCC)OC(C)CCCCCC tri-(2-octyl) phosphate